ClC(=O)N([C@@H]1[C@@H](CN(CC1)C(=O)OC(C)(C)C)F)CC1=CC=C(C=C1)F tert-butyl (3R,4S)-4-[(chlorocarbonyl)[(4-fluorophenyl)methyl]amino]-3-fluoropiperidine-1-carboxylate